C(#C)C=1C=CC(=NC1)C(=O)Cl 5-ethynylpyridineformyl Chloride